NCCCC1=C(C=2N(C(N=CC2S1)Cl)CC=1OC=CC1)C 6-(3-aminopropyl)-2-chloro-N-[(furan-2-yl)methyl]-7-methylthieno[3,2-d]pyrimidin